C[C@]12CC3(CC(C[C@@](C1)(C3)C)C2)NC(NC2=CC=C(C(=O)N3CCC(CC3)C(=O)O)C=C2)=O (4-{3-[(1r,3R,5S,7r)-3,5-dimethyladamantan-1-yl]ureido}benzoyl)piperidine-4-carboxylic acid